Fmoc-2-naphthylphenylalanine C(=O)(OCC1C2=CC=CC=C2C2=CC=CC=C12)N([C@@H](CC1=CC=CC=C1)C(=O)O)C1=CC2=CC=CC=C2C=C1